2-anilino-6-(dibutylamino)-3-methylfluoran CCCCN(CCCC)C1=CC2=C(C=C1)C3(C4=CC=CC=C4C(=O)O3)C5=C(O2)C=C(C(=C5)NC6=CC=CC=C6)C